C(C)(C)(C)OC(=O)N1C[C@H]([C@@H](C1)C1=CC(=CC=C1)F)C(=O)O |r| (±)-trans-1-(tert-Butoxycarbonyl)-4-(3-fluorophenyl)pyrrolidine-3-carboxylic acid